5-(4-bromo-2,6-dichloro-phenoxy)-N-cyclobutyl-4-fluoro-2-methoxy-benzamide BrC1=CC(=C(OC=2C(=CC(=C(C(=O)NC3CCC3)C2)OC)F)C(=C1)Cl)Cl